OC1=C2C(C=C(OC2=C(C=C1)C=1C=CC(=C2C(C=C(OC12)C(=O)OC)=O)O)C(=O)OC)=O Dimethyl 5,5'-Dihydroxy-4,4'-dioxo-4H,4'H-[8,8'-bichromene]-2,2'-dicarboxylate